C1(CC2C(CC1)O2)CC[SiH](OC)OC 2-(3,4-epoxycyclohexyl)ethyldimethoxysilane